1-(3-(2-(dimethylamino)pyrimidin-5-yl)-4-methyl-1-phenyl-1H-pyrazol-5-yl)-3-((3s,4r)-4-(4-fluorophenyl)-1-(2-methoxyethyl)pyrrolidin-3-yl)urea CN(C1=NC=C(C=N1)C1=NN(C(=C1C)NC(=O)N[C@@H]1CN(C[C@H]1C1=CC=C(C=C1)F)CCOC)C1=CC=CC=C1)C